tert-butyl N-[1-(3-methoxypropanoyl)-4-piperidyl]carbamate COCCC(=O)N1CCC(CC1)NC(OC(C)(C)C)=O